N1(CCOCC1)C(=O)C1=CC(=C(C=C1)C=1C(=NC(=CC1)C=1C=NNC1)C(=O)N)N1CCCCC1 (4-(morpholine-4-carbonyl)-2-(piperidin-1-yl)phenyl)-6-(1H-pyrazol-4-yl)pyridineamide